C(C)(C)(C)OC(=O)N1CCC(CC1)NC=1C=C2C=CC=NC2=C(C1)Cl 4-((8-chloroquinolin-6-yl)amino)piperidine-1-carboxylic acid tert-butyl ester